1-(piperazin-1-yl)-5,6,7,8-tetrahydro-2,6-naphthyridine N1(CCNCC1)C1=NC=CC=2CNCCC12